tert-butyl 4-[3-(2,6-dibenzyloxy-3-pyridyl)phenyl]piperazine-1-carboxylate C(C1=CC=CC=C1)OC1=NC(=CC=C1C=1C=C(C=CC1)N1CCN(CC1)C(=O)OC(C)(C)C)OCC1=CC=CC=C1